(1S)-2,2-difluoro-1-[2-(2,2,2-trifluoroethoxy)-4-pyridyl]ethanol FC([C@@H](O)C1=CC(=NC=C1)OCC(F)(F)F)F